BrC=1C=C2C=C(C(N(C2=NC1)CCN1CCOCC1)=O)C(=O)NC1CCC(CC1)C 6-bromo-N-(4-methylcyclohexyl)-1-(2-morpholinoethyl)-2-oxo-1,8-naphthyridine-3-carboxamide